1,2-bistrifluoromethyldisulfane FC(SSC(F)(F)F)(F)F